[I-].C(CCCCC)OC=1C(=NSN1)C1=CCC[N+](C1)(C)C(OC(CCCCCCCCCCCCCCC)=O)C1=CC=C(C=C1)OC 5-(4-(Hexyloxy)-1,2,5-thiadiazol-3-yl)-1-((4-methoxyphenyl)(palmitoyloxy)methyl)-1-methyl-1,2,3,6-tetrahydropyridin-1-ium iodide